O[C@H]1CN(CC1)C1=C(C=C(C=C1)C1=NNC(OC1)=O)C(F)(F)F 5-{4-[(3R)-3-hydroxypyrrolidin-1-yl]-3-(trifluoromethyl)phenyl}-3,6-dihydro-2H-1,3,4-oxadiazin-2-one